C1(CC1)C1C#CCCCCC1 cyclopropyl-cyclooctyne